2-(((2-(1H-indazol-4-yl)-4-morpholinothieno[3,2-d]pyrimidin-6-yl)methyl)(methyl)amino)-N-hydroxypyrimidine-5-carboxamide N1N=CC2=C(C=CC=C12)C=1N=C(C2=C(N1)C=C(S2)CN(C2=NC=C(C=N2)C(=O)NO)C)N2CCOCC2